6-amino-N-[3-[4-(4-morpholinyl)pyrido[3',2':4,5]furo[3,2-d]pyrimidin-2-yl]phenyl]-3-pyridinecarboxamide C1COCCN1C2=NC(=NC3=C2OC4=C3C=CC=N4)C5=CC(=CC=C5)NC(=O)C6=CN=C(C=C6)N